N-(4-bromobenzoyl)benzamide tert-butyl-(S)-2-(piperazin-1-carbonyl)azetidin-1-carboxylate C(C)(C)(C)OC(=O)N1[C@@H](CC1)C(=O)N1CCNCC1.BrC1=CC=C(C(=O)NC(C2=CC=CC=C2)=O)C=C1